6'-amino-1-methyl-[3,3'-bipyridin]-2(1H)-one NC1=CC=C(C=N1)C=1C(N(C=CC1)C)=O